C(C=C)C1=CN=C(C(=N1)CNC(=O)[C@H]1C[C@@H](CCC1)NC(OCC1=CC=CC=C1)=O)Cl benzyl N-[(1R,3R)-3-[(6-allyl-3-chloro-pyrazin-2-yl)methylcarbamoyl]cyclohexyl]carbamate